(methylsulfonyloxy)piperidine-1-carboxylic acid tert-butyl ester C(C)(C)(C)OC(=O)N1C(CCCC1)OS(=O)(=O)C